6-iodo-7-isopropoxy-imidazo[1,2-a]Pyrimidine IC=1C(=NC=2N(C1)C=CN2)OC(C)C